rel-(S)-4-(5-(4-chloro-6-(difluoromethyl)pyridin-2-yl)-5-(trifluoromethyl)-4,5-dihydroisoxazol-3-yl)-2-methyl-N-(2-oxo-2-((2,2,2-trifluoroethyl)amino)ethyl)benzamide ClC1=CC(=NC(=C1)C(F)F)[C@@]1(CC(=NO1)C1=CC(=C(C(=O)NCC(NCC(F)(F)F)=O)C=C1)C)C(F)(F)F |o1:10|